N-[2-(2,4-dimethylphenyl)-2,2-difluoro-ethyl]-3-[3-(trifluoromethyl)phenoxy]quinoline-4-carboxamide CC1=C(C=CC(=C1)C)C(CNC(=O)C1=C(C=NC2=CC=CC=C12)OC1=CC(=CC=C1)C(F)(F)F)(F)F